OCC1CCC(CC1)C=1SC2=C(N1)C=C(C(=C2)NC(=O)C2=NC=C(N=C2)C(F)(F)F)C(C)(C)O N-[2-[4-(hydroxymethyl)cyclohexyl]-5-(1-hydroxy-1-methyl-ethyl)-1,3-benzothiazol-6-yl]-5-(trifluoromethyl)pyrazine-2-carboxamide